C=CC(C(=O)[O-])SC(CC)CCCCCCCCC methylene(3-dodecylthio)propionate